CC=1C=C2C=NNC2=C(C1)C(=O)N 5-methyl-1H-indazole-7-carboxamide